C(C)(=O)O.S1C=2N(C=C1)N=CC2C(N)=N Pyrazolo[5,1-b][1,3]thiazole-7-carboximidamide Acetate Salt